perfluoro-2,5-dimethyl-3,6-dioxaoctanoic acid FC(C(=O)O)(OC(C(OC(C(F)(F)F)(F)F)(C(F)(F)F)F)(F)F)C(F)(F)F